FC(C=1C=CC(=NC1)CN[C@@H]1CCC2=CC=CC=C12)(F)F (1R)-N-[[5-(trifluoromethyl)-2-pyridyl]methyl]indan-1-amine